1-octylnonyl 9-(tert-butoxycarbonylamino)nonanoate C(C)(C)(C)OC(=O)NCCCCCCCCC(=O)OC(CCCCCCCC)CCCCCCCC